C(=O)C=1C=C(C=2N(C1)C=CN2)C(=O)O 6-formylimidazo[1,2-a]pyridine-8-carboxylic acid